O1CCC(CC1)N1C[C@@H](CCC1)NC1=NN=C(C=2N1C=CC2)C2=C(C=C(C=C2)C(F)(F)F)O 2-(4-{[(3R)-1-(oxacyclohex-4-yl)piperidin-3-yl]amino}pyrrolo[1,2-d][1,2,4]triazin-1-yl)-5-(trifluoromethyl)phenol